tert-butyl (E)-(4-(2-(2,5,6-trimethyl-1,7-dioxo-1H,7H-pyrazolo[1,2-a]pyrazol-3-yl)vinyl)phenyl)carbamate CC1=C(N2N(C(C(=C2C)C)=O)C1=O)/C=C/C1=CC=C(C=C1)NC(OC(C)(C)C)=O